C1(=CC=CC=C1)S(=O)(=O)NC1=C(C(=O)N)C=CC=C1 2-[(phenylsulfonyl)amino]-benzamide